(6aS,9R)-N-ethyl-7-methyl-4,6,6a,7,8,9-hexahydroindolo[4,3-fg]quinoline-9-carboxamide C(C)NC(=O)[C@H]1CN([C@H]2CC=3C4=C(C2=C1)C=CC=C4NC3)C